1-(4-(1-CYANOCYCLOPROPYL)PYRIDIN-2-YL)-N-(1-METHYL-1H-INDAZOL-7-YL)-1H-PYRAZOLE-4-SULFONAMIDE C(#N)C1(CC1)C1=CC(=NC=C1)N1N=CC(=C1)S(=O)(=O)NC=1C=CC=C2C=NN(C12)C